1-ethyl-5-(4-(morpholinylmethyl)-1H-1,2,3-triazol-1-yl)-1H-indole-3-carboxylic acid C(C)N1C=C(C2=CC(=CC=C12)N1N=NC(=C1)CN1CCOCC1)C(=O)O